N,N-dimethyl-L-glutamic acid CN([C@@H](CCC(=O)O)C(=O)O)C